C1(CC1)C=1C(=C(C(=O)[O-])C=CC1)B1OCC(CO1)(C)C 3-cyclopropyl-2-(5,5-dimethyl-1,3,2-dioxaborinan-2-yl)benzoate